4-(3-((4-((1r,4r)-4-(4-amino-3-(4-phenoxyphenyl)-1H-pyrazolo[3,4-d]pyrimidin-1-yl)cyclohexyl)piperazin-1-yl)methyl)pyrrolidin-1-yl)-2-(2,6-dioxopiperidin-3-yl)isoindoline-1,3-dione NC1=C2C(=NC=N1)N(N=C2C2=CC=C(C=C2)OC2=CC=CC=C2)C2CCC(CC2)N2CCN(CC2)CC2CN(CC2)C2=C1C(N(C(C1=CC=C2)=O)C2C(NC(CC2)=O)=O)=O